C(C)(C)(C)OC(=O)N1C[C@@H]2[C@H](C1)CC(C2)OC2=C(C=C(C=C2)F)Cl |r| rac-(3aR,6aS)-5-(2-chloro-4-fluorophenoxy)hexahydrocyclopenta[c]pyrrole-2(1H)-carboxylic acid tert-butyl ester